4-((6-cyanoquinolin-4-yl)amino)-N-(2-methyl-4-(pyridin-4-ylamino)phenyl)benzamide C(#N)C=1C=C2C(=CC=NC2=CC1)NC1=CC=C(C(=O)NC2=C(C=C(C=C2)NC2=CC=NC=C2)C)C=C1